ClC1=CC=C(C=C1)[C@@H](C(=O)N1CC(C2(CN(C2)C(C=C)=O)CC1)(F)F)CC1CCOCC1 (S)-1-(7-(2-(4-chlorophenyl)-3-(tetrahydro-2H-pyran-4-yl)propanoyl)-5,5-difluoro-2,7-diazaspiro[3.5]nonan-2-yl)prop-2-en-1-one